3-ethyl-7-(hydroxymethyl)pyrido[2,3-b]pyrazin-2(1H)-one C(C)C=1C(NC2=C(N1)N=CC(=C2)CO)=O